NC(N1CCN(CCN(CCN(CCCC1)C(C(=O)O)N)C(C(=O)O)N)C(C(=O)O)N)C(=O)O 1,4,7,10-tetra(aminocarboxymethyl)-1,4,7,10-tetraazacyclotetradecane